(R)-6-CHLORO-3,4-DIHYDRO-2H,17'H-SPIRO[NAPHTHALENE-1,24'-[8,12,22]TRIOXA[15]THIA[1,16]DIAZAPENTACYCLO[16.7.2.17,11.03,6.021,26]OCTACOSA[18,20,26]TRIEN]-17'-ONE 15',15'-DIOXIDE ClC=1C=C2CCCC3(COC4=CC=C5C(NS(CCOC6CCOC(C7CC[C@H]7CN(C3)C4=C5)C6)(=O)=O)=O)C2=CC1